ClC1=NC(=NC(=N1)C1=CC=C(C=C1)C=1C=CC2=C(SC3=C2C=CC=C3)C1)C1=CC=CC=C1 2-chloro-4-(4-(dibenzo[b,d]thiophen-3-yl)phenyl)-6-phenyl-1,3,5-triazine